ClC=1C=CC2=C(NC(=N2)C(N2C(C3=CC=CC=C3C2)=O)C2=C(C=CC=C2)O)C1 2-((6-chloro-1H-benzo[d]imidazole-2-yl)(2-hydroxyphenyl)methyl)isoindolin-1-one